O[C@@H](CO)C1OC(C(=C1[O-])O)=O 2-((S)-1,2-dihydroxyethyl)-4-hydroxy-5-oxo-2,5-dihydrofuran-3-olate